C(C1=CC=CC=C1)N1CC(CC1)(C(=O)O)C(F)(F)F 1-benzyl-3-(trifluoromethyl)pyrrolidine-3-carboxylic acid